BrC1=C2CN(CC2=C(C(=C1)OC)C)C(C[C@H](C)C(=O)O)=O 4-bromo-2-((S)-3-carboxybutanoyl)-6-methoxy-7-methylisoindolin